IC(C)(F)F alpha-iododifluoroethane